((((adamantan-1-yl)methyl)amino)methyl)-3-bromobenzoic acid methyl ester COC(C1=C(C(=CC=C1)Br)CNCC12CC3CC(CC(C1)C3)C2)=O